IC(C(=O)[O-])CCC 2-iodopentanoate